P(=O)(O)(O)O[C@@H]([C@H](N)C(=O)O)C anti-Phospho-Threonine